ClCC1=C(C=C(C=C1)C)NS(=O)(=O)C1=CC=C(C=C1)C N-(2-(chloromethyl)-5-methylphenyl)-4-methylbenzenesulfonamide